1-((2-trifluoromethylphenyl)carbamoyl)-3-methoxycarbonyl-β-carboline FC(C1=C(C=CC=C1)NC(=O)C1=NC(=CC=2C3=CC=CC=C3NC12)C(=O)OC)(F)F